FC(C1=NC(=NC(=C1)C(F)(F)F)N1C(CCC1)C(=O)N(C)C1=CC=C(C=C1)F)(F)F 1-(4,6-bis(trifluoromethyl)pyrimidin-2-yl)-N-(4-fluorophenyl)-N-methylpyrrolidine-2-carboxamide